4-bromo-2-(6-azaspiro[2.5]oct-6-ylbenzoyl)-2-(4,4-difluoropiperidin-1-yl)-6-methylpyrimidine-4-carbohydrazide BrC1(NC(NC(=C1)C)(N1CCC(CC1)(F)F)C(C1=C(C=CC=C1)N1CCC2(CC2)CC1)=O)C(=O)NN